1-(4-(4-chloro-2-fluorophenoxy)-2-methyl-5-(1-methyl-7-oxo-6,7-dihydro-1H-pyrrolo[2,3-c]pyridin-3-yl)phenyl)pyrrolidine-2,5-dione ClC1=CC(=C(OC2=CC(=C(C=C2C2=CN(C=3C(NC=CC32)=O)C)N3C(CCC3=O)=O)C)C=C1)F